P(O)(=O)(OP(=O)(O)OP(=O)(O)O)OC[C@@H]1[C@H]([C@H]([C@@H](O1)N1C(=O)NC(=O)C=C1)N)O 2'-amino-2'-deoxyuridine 5'-triphosphate